OC=1C=C(C=CC1O)[C@@H]1OC2C3[C@H]4C5CCCCC5O[C@](OC3CCC2CC1)(C4)C4=CC(=C(C=C4)O)O (1r,5r,6s,13s,21r)-5,13-bis(3,4-dihydroxyphenyl)-4,12,14-trioxapentacyclo[11.7.1.02,11.03,8.015,20]heneicosane